C1=CC=CC=2C3=CC=CC=C3C(C12)COC(=O)N[C@@H](CCC(=O)OC(C)(C)C)C(=O)NC1=C(C=CC=C1)OC1=CC(=CC=C1)OC tert-butyl (S)-4-((((9H-fluoren-9-yl)methoxy)carbonyl)amino)-5-((2-(3-methoxyphenoxy)phenyl)amino)-5-oxopentanoate